4-bromo-6-fluoro-2-[(4-methoxyphenyl)methyl]-3,3-dimethyl-2,3-dihydro-1H-isoindol-1-one BrC1=C2C(N(C(C2=CC(=C1)F)=O)CC1=CC=C(C=C1)OC)(C)C